tert-butyl (endo)-5-((7-bromo-2-(3-(dimethylamino)azetidin-1-yl)-8-fluoro-6-iodo-3-nitroquinolin-4-yl) amino)-2-azabicyclo[2.1.1]hexane-2-carboxylate BrC1=C(C=C2C(=C(C(=NC2=C1F)N1CC(C1)N(C)C)[N+](=O)[O-])NC1C2CN(C1C2)C(=O)OC(C)(C)C)I